CCCCC1=C(C=CC(=C1)C)O butyl-p-cresol